1,5-difluoro-2-nitro-4-(3-(trifluoromethyl)phenoxy)benzene FC1=C(C=C(C(=C1)F)OC1=CC(=CC=C1)C(F)(F)F)[N+](=O)[O-]